C=CCCCCCCCCCCCCCCCCCCCCCCCCCC Octacos-1-ene